2-[[2-Ethoxy-4-(4-hydroxy-1-piperidinyl)phenyl]amino]-5,11-dihydro-5,11-dimethyl-6H-pyrimido[4,5-b][1,4]benzodiazepin-6-one C(C)OC1=C(C=CC(=C1)N1CCC(CC1)O)NC=1N=CC2=C(N(C3=C(C(N2C)=O)C=CC=C3)C)N1